tert-butyl N-[5-[1-[(3,5-dibromobenzoyl)amino]ethyl]-1-[5-(morpholine-4-carbonyl)-2-pyridyl]-1,2,4-triazol-3-yl]carbamate BrC=1C=C(C(=O)NC(C)C2=NC(=NN2C2=NC=C(C=C2)C(=O)N2CCOCC2)NC(OC(C)(C)C)=O)C=C(C1)Br